C(C)OC(=O)C=1C=NN2C1N=C(C=C2NC)NC=2C(N(C=CC2)C2=NC(=CC=C2)C)=O 7-(Methylamino)-5-[[1-(6-methyl-2-pyridinyl)-2-oxo-3-pyridinyl]amino]pyrazolo[1,5-a]pyrimidine-3-carboxylic acid ethyl ester